C(C)C(COC(=O)CCN(CCC(=O)OCC(CCCC)CC)CCC[Si](OC)(OC)OC)CCCC 3-(N,N-di(2-(2-ethylhexyloxycarbonyl)ethyl)amino)propyltrimethoxysilane